[Fe].[Cu].[K] potassium copper iron